CN(C1=CC=C(N=N1)C=1C=C2C=NC=NC2=CC1O)C1CC(NC(C1)(C)C)(C)C 6-(6-(methyl(2,2,6,6-tetramethylpiperidin-4-yl)amino)pyridazin-3-yl)quinazolin-7-ol